C(C)(C)(C)N1N=CC(=C1F)C(=O)NC=1C=NC(=C(C1)C=1C=C(C=2N(C1)C=CN2)N2CCOCC2)C 1-(tert-Butyl)-5-fluoro-N-(6-methyl-5-(8-morpholinoimidazo[1,2-a]pyridin-6-yl)pyridin-3-yl)-1H-pyrazole-4-carboxamide